N[S@@](=NC(CC=1C(=C2COCC2=CC1C(C)C)C(C)C)=O)(=O)C1=CC=C(C=C1)C(C)(C)O (S)-N-(amino(4-(2-hydroxypropan-2-yl)phenyl)(oxo)-λ6-sulfaneylidene)-2-(4,6-diisopropyl-1,3-dihydroisobenzofuran-5-yl)acetamide